3-(4-Methoxybenzyl)-4,5,6,7,8,9-hexahydrocycloocta[d]thiazol-2(3H)-imine hydrogen bromide Br.COC1=CC=C(CN2C(SC3=C2CCCCCC3)=N)C=C1